N1C=NC2=C1C=CC(=C2)\C=C/2\C(N(C(=N2)N[C@@H](COC)C2=CC=CC=C2)C)=O (5Z)-5-(1H-Benzimidazol-5-ylmethylene)-2-[[(1R)-2-methoxy-1-phenyl-ethyl]amino]-3-methyl-imidazol-4-one